3,4-dimethoxycyclobut-3-en-1,2-dione COC=1C(C(C1OC)=O)=O